OC[C@H](N)CCCCCCCCCCCCCCCC 3-deoxysphinganine